CCC(CCCCCCCCCCCCCCCC)(O)O nonadecane-3,3-diol